(S)-2-(1-(9H-purin-6-ylamino)ethyl)-6-bromo-3-phenyl-4H-chromen-4-one N1=CN=C2NC=NC2=C1N[C@@H](C)C=1OC2=CC=C(C=C2C(C1C1=CC=CC=C1)=O)Br